FC=1C=NC(=NC1)C=1C=C(C=CC1C)NC(=O)[C@@H]1CN(C[C@H]1C1=NC=CC=C1)CC(F)(F)F trans-N-[3-(5-fluoropyrimidin-2-yl)-4-methylphenyl]-4-pyridin-2-yl-1-(2,2,2-trifluoroethyl)pyrrolidine-3-carboxamide